4-amino-7-fluoro-8-(3-methoxypyridazin-4-yl)-N-propylisoquinoline-3-carboxamide NC1=C(N=CC2=C(C(=CC=C12)F)C1=C(N=NC=C1)OC)C(=O)NCCC